NC=1SC2=C(C1C(=O)O)CCC(C2=O)(C2=CC=C(C=C2)F)C#N 2-amino-6-cyano-6-(4-fluorophenyl)-7-oxo-4,5,6,7-tetrahydro-1-benzothiophene-3-carboxylic acid